C[C@@H]1CN(CCN1)C=1C=CC=2N(C(C=CN2)=O)C1 7-[(3R)-3-methylpiperazin-1-yl]pyrido[1,2-a]pyrimidin-4-one